CS(CC1=CC=C(C=C1)B1OC(C(O1)(C)C)(C)C)(=O)=NC(OC(C)(C)C)=O tert-butyl (methyl(oxo)(4-(4,4,5,5-tetramethyl-1,3,2-dioxaborolan-2-yl)benzyl)-λ6-sulfanylidene)carbamate